[I-].FC1=CC=C(C=C1)CC[NH3+] 4-fluorophenylethylammonium iodide